3-chloro-N-cyclobutyl-5-(2,6-difluorophenyl)-6H-pyrazolo[1,5-a][1,3,5]benzotriazepine-9-carboxamide ClC=1C=NN2C1N=C(NC1=C2C=C(C=C1)C(=O)NC1CCC1)C1=C(C=CC=C1F)F